Isoleucinamide N[C@@H]([C@@H](C)CC)C(=O)N